2-Pyridin-4-yl-1H-benzoimidazole-5-carboxylic acid benzothiazol-5-ylamide S1C=NC2=C1C=CC(=C2)NC(=O)C2=CC1=C(NC(=N1)C1=CC=NC=C1)C=C2